4-((4-(trifluoromethyl)phenyl)amino)benzenesulfonamide FC(C1=CC=C(C=C1)NC1=CC=C(C=C1)S(=O)(=O)N)(F)F